(2R,3R,4R)-2-(6-((3-iodobenzyl)amino)-8-(prop-1-yn-1-yl)-2-(thiophen-2-yl)-9H-purin-9-yl)tetrahydrofuran-3,4-diol IC=1C=C(CNC2=C3N=C(N(C3=NC(=N2)C=2SC=CC2)[C@@H]2OC[C@H]([C@H]2O)O)C#CC)C=CC1